(2,6-dimethyl-3-oxo-2,3-dihydropyridazin-4-yl)-N-methoxy-N-methylpropanamide CN1N=C(C=C(C1=O)C(C(=O)N(C)OC)C)C